1-((2R,3R,4S,5S)-3,5-difluoro-4-hydroxy-5-(hydroxymethyl)-3-methyl-tetrahydrofurane-2-yl)pyrimidine-2,4(1H,3H)-dione F[C@]1([C@@H](O[C@@]([C@H]1O)(CO)F)N1C(NC(C=C1)=O)=O)C